2-(1-(2,2-difluoroethyl)-1H-pyrazolo[3,4-b]pyrazin-6-yl)-2,8-diazaspiro[4.5]decan-1-one hydrochloride Cl.FC(CN1N=CC=2C1=NC(=CN2)N2C(C1(CC2)CCNCC1)=O)F